2-azido-N-(6-methylpyridin-2-yl)nicotinamide N(=[N+]=[N-])C1=C(C(=O)NC2=NC(=CC=C2)C)C=CC=N1